C1=C2C=CC=C3C=4C5=C(C=C6C=CC=C(C(C=C1)=C23)C64)C=CC=C5 Benzoperylen